C1(CC1)NC(=O)C1=C(N(C(C(=C1)CC1=C(C(=CC=C1)NS(NCC)(=O)=O)F)=O)C)NC1=C(C=C(C=C1)S(=O)(=O)O)F N-cyclopropyl-5-[[3-(ethylsulfamoyl-amino)-2-fluorophenyl]methyl]-2-(2-fluoro-4-sulfoanilino)-1-methyl-6-oxopyridine-3-carboxamide